1-(1Z,9Z-octadecadienyl)-2-tetradecanoyl-sn-glycero-3-phosphocholine CCCCCCCCCCCCCC(=O)O[C@H](CO/C=C\CCCCCC/C=C\CCCCCCCC)COP(=O)([O-])OCC[N+](C)(C)C